COC(=O)C1=CC=C(C=C1)[C@H]1N(CCC(C1)=C)C(=O)OCC1=CC=CC=C1 benzyl (s)-2-(4-(methoxycarbonyl)phenyl)-4-methylenepiperidine-1-carboxylate